1-({1-chloropyrido[3,4-d]pyridazin-4-yl}amino)-2-methylpropan-2-ol ClC1=C2C(=C(N=N1)NCC(C)(O)C)C=NC=C2